7,8,10-trifluoro-1h,2h,3h,4h,6h,7h,12bh-indolo[2,3-a]quinolizin-4-one FC1C2=C(C3CCCC(N3C1)=O)NC1=CC(=CC(=C12)F)F